2-[6-[4-(2,6-diazaspiro[3.3]heptan-2-yl)phenyl]-4-fluoro-1-oxo-isoindolin-2-yl]-2-(6,7-dihydro-5H-pyrrolo[1,2-c]imidazol-1-yl)-N-thiazol-2-yl-acetamide bistrifluoroacetate FC(C(=O)O)(F)F.FC(C(=O)O)(F)F.C1N(CC12CNC2)C2=CC=C(C=C2)C2=CC(=C1CN(C(C1=C2)=O)C(C(=O)NC=2SC=CN2)C2=C1N(C=N2)CCC1)F